C(C=1C(C(=O)O)=CC=CC1)(=O)N[C@@H](CCC(=O)O)C(=O)O phthaloyl-glutamic acid